N-((3aS,4R,7S,7aR)-2,2-dimethyl-4-((methyl(phenyl)amino)methyl)tetrahydro-4H-[1,3]dioxolo[4,5-c]pyran-7-yl)-6-(trifluoromethyl)pyrazin-2-amine CC1(O[C@H]2[C@H]([C@H](OC[C@@H]2NC2=NC(=CN=C2)C(F)(F)F)CN(C2=CC=CC=C2)C)O1)C